ClC1=CC(=C(C=C1)C1(OC(C2=C(O1)C=CC=C2)C2CCN(CC2)CC2=NC1=C(N2C[C@H]2OCC2)C=CC(=C1)C(=O)O)C)F 2-((4-(2-(4-chloro-2-fluorophenyl)-2-methylbenzo[d][1,3]dioxan-4-yl)piperidin-1-yl)methyl)-1-(((S)-oxetan-2-yl)methyl)-1H-benzo[d]imidazole-5-carboxylic acid